FC=1C=CC(=NC1C)NC(CC(=O)OC)=O Methyl 3-((5-fluoro-6-methylpyridin-2-yl) amino)-3-oxopropanoate